2,2'-biphenyl-phthalic acid C=1(C(=CC=CC1)C1=CC=CC=C1)C=1C=CC=C(C1C(=O)O)C(=O)O